CN1C(=NC=C1)CNC(=O)C1=CC=C2C(=CC(OC2=C1)=O)C1=C(C=CC=C1)C N-((1-methyl-1H-imidazol-2-yl)methyl)-2-oxo-4-(o-tolyl)-2H-chromene-7-carboxamide